NC1=C(C(=O)N(C)C)C=C(C=C1)C=1C=C2C(=NC1)NCC21CCC1 2-Amino-5-(1',2'-dihydrospiro[cyclobutane-1,3'-pyrrolo[2,3-b]pyridin]-5'-yl)-N,N-dimethylbenzamide